C[C@H]1N(CCOC1)C(=O)C=1C=C(C(=O)N[C@H](C)C=2C=NC(=NC2)C(F)(F)F)C=C(C1)C=1SC(=CN1)C 3-((R)-3-methylmorpholine-4-carbonyl)-5-(5-methylthiazol-2-yl)-N-((R)-1-(2-(trifluoromethyl)pyrimidin-5-yl)ethyl)benzamide